(1S,2S,5R)-N-[(S)-[6-fluoro-5-(propan-2-yl)pyridin-2-yl](phenyl)methyl]-3-[2-(1H-1,2,3-triazol-5-yl)acetyl]-3-azabicyclo[3.1.0]hexane-2-carboxamide FC1=C(C=CC(=N1)[C@@H](NC(=O)[C@@H]1[C@H]2C[C@H]2CN1C(CC1=CN=NN1)=O)C1=CC=CC=C1)C(C)C